FC1(CC(C1)NCC=1C=CC=2N(C1)C=C(N2)CNC(=O)C=2N=C1N(C(C2)=O)C=CC=C1)F N-[(6-{[(3,3-difluorocyclobutyl)amino]methyl}imidazo[1,2-a]pyridin-2-yl)methyl]-4-oxo-4H-pyrido[1,2-a]pyrimidine-2-carboxamide